3-[(3R,4R)-4-methyl-3-[methyl-(7H-pyrrolo[2,3-d]pyrimidin-4-yl)amino]-1-piperidyl]-3-oxo-propanenitrile C[C@H]1[C@H](CN(CC1)C(CC#N)=O)N(C=1C2=C(N=CN1)NC=C2)C